(4-fluorophenyl)but-3-en-1-amine FC1=CC=C(C=C1)C(CC=C)N